O=C1C=C(NC=2N1N=C(C2)C2=C(C=CC=C2)C)C=2C=C(C#N)C=CC2 3-(7-oxo-2-(o-tolyl)-4,7-dihydropyrazolo[1,5-a]pyrimidin-5-yl)benzonitrile